FC=1C=C2C(=CNC2=CC1)C1(CN(C1)C(=O)OC(C)(C)C)O tert-butyl 3-(5-fluoro-1H-indol-3-yl)-3-hydroxyazetidine-1-carboxylate